C(C)(C)(C)C1=C(C(=NC=C1)C)C(C)(C)C ditertbutyl-methylpyridine